(R)-2-(2-(3-Aminopyrrolidin-1-yl)-6-fluoro-1H-benzo[d]imidazol-1-yl)-N-methyl-N-(2,2,2-trifluoroethyl)acetamid N[C@H]1CN(CC1)C1=NC2=C(N1CC(=O)N(CC(F)(F)F)C)C=C(C=C2)F